C(#N)C1=C(C=CC(=C1)[N+](=O)[O-])NC(C1=CC=C(C=C1)[N+](=O)[O-])=O N-(cyano-4-nitrophenyl)-4-nitrobenzamide